ClC1=C(C=CC=C1)C1=C(C(=CC=C1)CO)C (2'-chloro-2-methyl-[1,1'-biphenyl]-3-yl)methanol